6-(hydroxymethyl)tetrahydro-2H-thiopyran-3,4,5-triol OCC1C(C(C(CS1)O)O)O